2-(3-buten-1-yloxy)pyrimidine C(CC=C)OC1=NC=CC=N1